4-[4-(1-acetamidoethyl)phenylamino]-7-methoxy-6-(3-(dimethylamino)propoxy)quinazoline C(C)(=O)NC(C)C1=CC=C(C=C1)NC1=NC=NC2=CC(=C(C=C12)OCCCN(C)C)OC